O=C1CCC(CC1)N1N=C2C=NC(=CC2=C1)C=1C(=NC(=CC1)C(F)(F)F)C(=O)N [2-(4-oxocyclohexyl)pyrazolo[3,4-c]pyridin-5-yl]-6-(trifluoromethyl)pyridine-2-carboxamide